NC1=C(C=2C(=NC(=C3C2OCC3)C)N1C1=C(C(=CC=C1C)O)C)C(=O)N 7-amino-6-(3-hydroxy-2,6-dimethylphenyl)-4-methyl-2,3-dihydrofuro[2,3-d]pyrrolo[2,3-b]pyridine-8-carboxamide